S1C(=NC2=C1C=CC=C2)NC2=C(C=C(N=N2)N(C)C=2SC(=C(N2)C(=O)O)C2CCCC2)C ({6-[(1,3-benzothiazol-2-yl)amino]-5-methylpyridazin-3-yl}(methyl)amino)-5-cyclopentyl-1,3-thiazole-4-carboxylic acid